3-methoxypropylisothiocyanate COCCCN=C=S